OC(CN(CC(CCCCCCCC)O)CCCCCOC(C1=CC=CC=C1)(C1=CC=CC=C1)C1=CC=CC=C1)CCCCCCCC 1-[(2-hydroxydecyl)[5-(triphenylmethoxy)pentyl]amino]decan-2-ol